[N+](=O)([O-])C=1C=CC=C2C=CC=C(C12)S(=O)(=O)NC(C)=O N-[(8-Nitro-naphthalen-1-yl)sulfonyl]acetamide